S1C(=NC2=C1C=CC=C2)NC(COC2=C(OC1=CC=CC=C1C2=O)C2=CC=C(C=C2)C(C)(C)C)=O N-(benzo[d]thiazol-2-yl)-2-((2-(4-(tert-butyl)phenyl)-4-oxo-4H-chromen-3-yl)oxy)acetamide